FC1(CCC(CC1)NC1=NC(=CC(=C1)C(C)O)N1N=C(C=C1)C)F 1-(2-((4,4-difluorocyclohexyl)amino)-6-(3-methyl-1H-pyrazol-1-yl)pyridin-4-yl)ethan-1-ol